ClC=1C=C(C=CC1Cl)S(=O)(=O)C(C(=O)O)C(C)C 2-(3,4-dichlorobenzenesulfonyl)-3-methylbutanoic acid